racemic-N-methyl-pyrrolidine CN1CCCC1